(S)-4-(3-fluorobenzyl)-N-(5-methyl-7-(morpholin-4-yl)-4-oxo-2,3,4,5-tetrahydrobenzo[b][1,4]oxazepin-3-yl)-1H-pyrazole-1-carboxamide FC=1C=C(CC=2C=NN(C2)C(=O)N[C@@H]2C(N(C3=C(OC2)C=CC(=C3)N3CCOCC3)C)=O)C=CC1